4-(3-bromo-6-((3-chloro-5-fluorophenyl)amino)-1H-pyrazolo[3,4-d]pyrimidin-1-yl)cyclohexan-1-ol BrC1=NN(C2=NC(=NC=C21)NC2=CC(=CC(=C2)F)Cl)C2CCC(CC2)O